2-((3aS,4R,6R,6aR)-6-(azidomethyl)-2,2,3a,6a-tetramethyltetrahydrofuro[3,4-d][1,3]dioxol-4-yl)acetic acid N(=[N+]=[N-])C[C@H]1O[C@@H]([C@]2([C@@]1(OC(O2)(C)C)C)C)CC(=O)O